2,2'-((3-(dimethylamino)propyl)azanediyl)bis(ethan-1-ol) CN(CCCN(CCO)CCO)C